2-(6-aminopyridin-3-yl)-N-(1-methylpiperidin-4-yl)-7-(3-(pyrrolidin-1-yl)propyl)-7H-pyrrolo[2,3-d]pyrimidin-4-amine NC1=CC=C(C=N1)C=1N=C(C2=C(N1)N(C=C2)CCCN2CCCC2)NC2CCN(CC2)C